2-((3-(2,6-dioxopiperidin-3-yl)-1-methyl-1H-indazol-6-yl)oxy)-N-((2-methyl-1H-indol-5-yl)methyl)acetamide O=C1NC(CCC1C1=NN(C2=CC(=CC=C12)OCC(=O)NCC=1C=C2C=C(NC2=CC1)C)C)=O